FC1(C(NC2=C(C=CC=C12)F)=O)F 3,3,7-trifluoro-2,3-dihydro-1H-indol-2-one